C(C)N(C1=CC2=C(C(=CC(O2)=O)C)C=C1)CC1=CC=C(C=C1)F 7-(ethyl-(4-fluorobenzyl)amino)-4-methyl-2H-benzopyran-2-one